2,3,5,6-Tetramethyl-1,4-diisocyanatobenzol CC1=C(C(=C(C(=C1C)N=C=O)C)C)N=C=O